(R)-N1-(4-amino-1,3-dihydrofuro[3,4-c]pyridin-7-yl)-N2-((3,4-dihydro-2H-benzo[b][1,4]oxazin-7-yl)methyl)-N2-(1-(3-fluoropyridin-2-yl)ethyl)oxalamide NC1=NC=C(C2=C1COC2)NC(C(=O)N([C@H](C)C2=NC=CC=C2F)CC=2C=CC1=C(OCCN1)C2)=O